(S)-6-(3,3-difluoro-4-(pyridin-4-yloxy)pyrrolidin-1-yl)-2-methyl-[4,5'-bipyrimidine]-2',4'(1'H,3'H)-dione FC1(CN(C[C@@H]1OC1=CC=NC=C1)C1=CC(=NC(=N1)C)C=1C(NC(NC1)=O)=O)F